(3S)-3-[5-[4-[[1-[4-[(1R,2R)-6-hydroxy-2-(3,3,5,5-tetramethylcyclohexyl)tetralin-1-yl]phenyl]-4-piperidyl]methyl]piperazin-1-yl]-1-oxo-isoindolin-2-yl]piperidine-2,6-dione OC=1C=C2CC[C@@H]([C@@H](C2=CC1)C1=CC=C(C=C1)N1CCC(CC1)CN1CCN(CC1)C=1C=C2CN(C(C2=CC1)=O)[C@@H]1C(NC(CC1)=O)=O)C1CC(CC(C1)(C)C)(C)C